4-(6-fluoro-3,4-dihydro-isoquinolin-2(1H)-yl)-2,6-dimethylaniline FC=1C=C2CCN(CC2=CC1)C1=CC(=C(N)C(=C1)C)C